3-fluoro-2-(1-(4-fluorophenyl)propyl)phenol FC=1C(=C(C=CC1)O)C(CC)C1=CC=C(C=C1)F